tert-Butyl 2-(4-bromo-3-(ethoxymethyl)benzyl)hydrazine-1-carboxylate BrC1=C(C=C(CNNC(=O)OC(C)(C)C)C=C1)COCC